N-(4-((1R,3R)-2-(bicyclo[1.1.1]pentan-1-yl)-3-methyl-2,3,4,9-tetrahydro-1H-pyrido[3,4-b]indol-1-yl)phenyl)-1-((R)-2-fluoropropyl)azetidin-3-amine C12(CC(C1)C2)N2[C@@H](C=1NC3=CC=CC=C3C1C[C@H]2C)C2=CC=C(C=C2)NC2CN(C2)C[C@@H](C)F